(R)-5-(2-methyl-5-((1-methylazetidin-2-yl)methoxy)pyridin-4-yl)pyrazolo[1,5-a]pyridin-2-amine CC1=NC=C(C(=C1)C1=CC=2N(C=C1)N=C(C2)N)OC[C@@H]2N(CC2)C